(S)-2,5-dichloro-4-(3-phenylpiperidin-1-yl)pyrimidine ClC1=NC=C(C(=N1)N1C[C@@H](CCC1)C1=CC=CC=C1)Cl